4-(4-chloro-2-(1-(difluoromethyl)-1H-pyrazol-4-yl)phenyl)-4-hydroxy-2-methylenebutanoic acid ClC1=CC(=C(C=C1)C(CC(C(=O)O)=C)O)C=1C=NN(C1)C(F)F